ethyl-N-{8-fluoroimidazo[1,2-a]pyridin-6-yl}-4-(pyrrolidin-3-yl)indazole-7-carboxamide C(C)C1=NNC2=C(C=CC(=C12)C1CNCC1)C(=O)NC=1C=C(C=2N(C1)C=CN2)F